CC1=CC(C(=NN1C1=CC=CC=C1)C(=O)NC1=NC(=CC=C1)C)=O 6-methyl-N-(6-methylpyridin-2-yl)-4-oxo-1-phenyl-1,4-dihydropyridazine-3-carboxamide